2-Cyclopropyl-6-methoxy-4-(trifluoromethyl)aniline C1(CC1)C1=C(N)C(=CC(=C1)C(F)(F)F)OC